cadmium hexanate C(CCCCC)(=O)[O-].[Cd+2].C(CCCCC)(=O)[O-]